((6-phenyl-1,3,5-triazine-2,4-diyl)bis(2-(1H-tetrazol-5-yl)benzene-5,1,3-triyl))tetrakis(3,3'',6,6''-tetra-tert-butyl-9'H-9,3':6',9''-tercarbazole) C1(=CC=CC=C1)C1=NC(=NC(=N1)C=1C=C(C(=C(C1)C1=CC(=CC=2C3=CC(=CC=C3N(C12)C=1C=CC=2NC3=CC=C(C=C3C2C1)N1C2=CC=C(C=C2C=2C=C(C=CC12)C(C)(C)C)C(C)(C)C)C(C)(C)C)C(C)(C)C)C1=NN=NN1)C1=CC(=CC=2C3=CC(=CC=C3N(C12)C=1C=CC=2NC3=CC=C(C=C3C2C1)N1C2=CC=C(C=C2C=2C=C(C=CC12)C(C)(C)C)C(C)(C)C)C(C)(C)C)C(C)(C)C)C=1C=C(C(=C(C1)C1=CC(=CC=2C3=CC(=CC=C3N(C12)C=1C=CC=2NC3=CC=C(C=C3C2C1)N1C2=CC=C(C=C2C=2C=C(C=CC12)C(C)(C)C)C(C)(C)C)C(C)(C)C)C(C)(C)C)C1=NN=NN1)C1=CC(=CC=2C3=CC(=CC=C3N(C12)C=1C=CC=2NC3=CC=C(C=C3C2C1)N1C2=CC=C(C=C2C=2C=C(C=CC12)C(C)(C)C)C(C)(C)C)C(C)(C)C)C(C)(C)C